(S)-N-(5-(2-amino-[1,2,4]triazolo[1,5-a]pyridin-6-yl)-2-methylpyridin-3-yl)-3-(3-(dimethylamino)phenyl)isoxazolidine-2-carboxamide NC1=NN2C(C=CC(=C2)C=2C=C(C(=NC2)C)NC(=O)N2OCC[C@H]2C2=CC(=CC=C2)N(C)C)=N1